4-[5-(10-benzyloxy-6-bromo-1-azatricyclo[6.3.1.04,12]dodeca-2,4,6,8(12)-tetraen-2-yl)-6-[(1S)-1-methoxyethyl]-3-pyridyl]morpholine C(C1=CC=CC=C1)OC1CC=2C=C(C=C3C=C(N(C1)C32)C=3C=C(C=NC3[C@H](C)OC)N3CCOCC3)Br